6-fluoro-N-(pyrimidin-4-yl)benzenesulfonamide FC1=CC=CC=C1S(=O)(=O)NC1=NC=NC=C1